CN1N=CC(=C1C(=O)OC)C1=NC=C(C=N1)C(C(F)(F)F)OC1OCCCC1 Methyl 1-methyl-4-(5-(2,2,2-trifluoro-1-((tetrahydro-2H-pyran-2-yl)oxy)ethyl)pyrimidin-2-yl)-1H-pyrazole-5-carboxylate